C(C1=CC=CC=C1)(=O)C=1NC=2C(=CN1)N=CC2 benzoylpyrrolopyrimidine